3-[[4-[[7-(2-tert-butyl-5-fluoro-1-methyl-pyrrolo[2,3-b]pyridin-6-yl)-3-isobutyl-azepan-2-yl]methoxy]-6-(2,6-dimethylphenyl)pyrimidin-2-yl]sulfamoyl]benzoic acid C(C)(C)(C)C1=CC=2C(=NC(=C(C2)F)C2CCCC(C(N2)COC2=NC(=NC(=C2)C2=C(C=CC=C2C)C)NS(=O)(=O)C=2C=C(C(=O)O)C=CC2)CC(C)C)N1C